FC1=C(C=O)C=C(C(=C1F)O)F 2,3,5-trifluoro-4-hydroxybenzaldehyde